4,5-dibromopentylbenzoate BrC(CCCOC(C1=CC=CC=C1)=O)CBr